methyl α-d-mannopyranoside O([C@@H]1[C@@H](O)[C@@H](O)[C@H](O)[C@H](O1)CO)C